1-(6-bromohexyl)-1-methylpyrrolidinium BrCCCCCC[N+]1(CCCC1)C